C(C)(=O)O[C@H]1[C@@H](SC2=CC(=C(C=C2)Cl)Cl)O[C@@H]([C@@H]([C@@H]1N1N=NC(=C1C=1SC=CN1)Br)OC(C)=O)COC(C)=O 3,4-dichlorophenyl 2,4,6-tri-O-acetyl-3-deoxy-3-[4-bromo-(thiazol-2-yl)-1H-1,2,3-triazol-1-yl]-1-thio-alpha-D-galactopyranoside